CC=1NC2=CC=C(C=C2C1)CNC(=O)N1CC2(OC3=C(C(C2)=O)C=CC=C3)C1 N-[(2-methyl-1H-indol-5-yl)methyl]-4'-oxo-3',4'-dihydrospiro[azetidine-3,2'-[1]benzopyran]-1-carboxamide